C(CCCCCCCCCCCCCCC)(=O)OC(C)(CCCC(CC)C)C 2,6-Dimethyloctan-2-yl Palmitoyl Ether